(2Z,3E)-6'-bromo-1-(2-(2-hydroxyethoxy)ethyl)-3-(hydroxyimino)-[2,3'-biindolinylidene]-2'-one BrC1=CC=C2/C(/C(NC2=C1)=O)=C\1/N(C2=CC=CC=C2/C1=N\O)CCOCCO